[3-[[2-Fluoro-4-(trifluoromethylsulfonyl)phenyl]methoxy]azetidin-1-yl]-[(3S)-3-(4H-1,2,4-triazol-3-yl)pyrrolidin-1-yl]methanone FC1=C(C=CC(=C1)S(=O)(=O)C(F)(F)F)COC1CN(C1)C(=O)N1C[C@H](CC1)C1=NN=CN1